Cl.ClC1=C(C(=CC=C1Cl)OCC=C)C(N)C1=CC=NC=C1 1-[2,3-dichloro-6-(prop-2-en-1-yloxy)phenyl]-1-(pyridin-4-yl)methanamine hydrochloride